CC(COC(C)CO)O di-propyleneglycol